4-(2,4-difluorobenzyloxy)-3-bromo-6-methyl-1-(4-methyl-2-(methylsulfonyl)pyrimidin-5-yl)-pyridin-2(1H)-one FC1=C(COC2=C(C(N(C(=C2)C)C=2C(=NC(=NC2)S(=O)(=O)C)C)=O)Br)C=CC(=C1)F